2-BROMO-3-FLUOROPYRIDIN-4-OL BrC1=NC=CC(=C1F)O